C(C)(C)C1=CC(C=C(S1)N1CCOCC1)=O 6-isopropyl-2-morpholin-4-yl-4H-thiopyran-4-one